ClC=1C=C(C=CC1)SCC=1N=CN(C1)C1=CC=C(C=C1)C1=NOC(=N1)C(F)(F)F 3-(4-(4-(((3-chlorophenyl)thio)methyl)-1H-imidazol-1-yl)phenyl)-5-(trifluoromethyl)-1,2,4-oxadiazole